Cl.Cl.C(#N)C1=CC=C(CCN[C@@H]([C@@H]2CNC3=C(O2)N=CC(=C3)C=3C=C(C=CC3OC)S(=O)(=O)NC)C3=CC=CC=C3)C=C1 3-((S)-3-((R)-((4-cyanophenethyl)amino)(phenyl)methyl)-2,3-dihydro-1H-pyrido[2,3-b][1,4]oxazin-7-yl)-4-methoxy-N-methylbenzenesulfonamide dihydrochloride